2-methyl-ethyl-2-(2-propenyl)acetamide CCCC(C(=O)N)CC=C